3,5-bis(4-chlorophenyl)pyrazolo[1,5-a]pyrimidin-7(4H)-one ClC1=CC=C(C=C1)C=1C=NN2C1NC(=CC2=O)C2=CC=C(C=C2)Cl